5-chloro-7-fluoroisoindolin-1-one ClC=1C=C2CNC(C2=C(C1)F)=O